C1=CC=C2C(=C1)NC3=CC=CC=C3S2 The molecule is the 10H-tautomer of phenothiazine. It has a role as a plant metabolite. It is a tautomer of a 4aH-phenothiazine, a 1H-phenothiazine and a 3H-phenothiazine.